ClC1=CC=C(C=C1)C1(CC(C2=CC=CC=C12)(C)C)CCCN(CC(=O)O)C N-{3-[1-(4-Chloro-phenyl)-3,3-dimethyl-indan-1-yl]-propyl}-N-methylglycine